C(C1CO1)OC(\C=C/C)=O isocrotonic glycidyl ester